(S)-N-cyclopropyl-2-(trifluoromethyl)-5,8-dihydro-6H-pyrano[3,4-b]pyridin-5-amine C1(CC1)N[C@@H]1COCC2=NC(=CC=C21)C(F)(F)F